FC1=C(C(=CC=C1)F)C1CN(C1)C1=CC=C(CN2CCC(CC2)C(=O)O)C=C1 1-(4-(3-(2,6-difluorophenyl)azetidin-1-yl)benzyl)piperidine-4-carboxylic acid